4-((R)-3-((S)-2-aminopropoxy)-2-oxopyrrolidin-1-yl)-1-(5-(trifluoromethyl)pyrimidin-2-yl)piperidine-3-carboxamide hydrochloride Cl.N[C@H](CO[C@H]1C(N(CC1)C1C(CN(CC1)C1=NC=C(C=N1)C(F)(F)F)C(=O)N)=O)C